FC1=C(C=C(C=C1)F)[C@@H]1N(CCC1)C1=NN(C2=NC=C(C=C21)C(=O)OC)COCC[Si](C)(C)C Methyl (R)-3-(2-(2,5-difluorophenyl)pyrrolidin-1-yl)-1-((2-(trimethylsilyl)ethoxy)methyl)-1H-pyrazolo[3,4-b]pyridine-5-carboxylate